ClC1=CC(=NC=C1)C(CCC[C@H](C(=O)O)C)=O |r| racemic-6-(4-chloropyridin-2-yl)-2-methyl-6-oxohexanoic acid